(R)-N-(2-(4-(4-cyclopropyl-1,4-diazepan-1-yl)piperidin-1-yl)-4-methoxy-5-((6-(3-(3-phenoxyphenyl)isoxazolidin-2-yl)pyrimidin-4-yl)amino)phenyl)acrylamide C1(CC1)N1CCN(CCC1)C1CCN(CC1)C1=C(C=C(C(=C1)OC)NC1=NC=NC(=C1)N1OCC[C@@H]1C1=CC(=CC=C1)OC1=CC=CC=C1)NC(C=C)=O